[O-]S(=O)(=O)C(F)(F)F.[N+](=O)([O-])C1=CC=C(C=C1)[I+]C1=CC=C(C=C1)[N+](=O)[O-] di(4-nitrophenyl)iodonium triflate